3-(1-ethyl-3,3,5,7-tetramethyl-octahydrobenzo[c]isoxazol-5-yl)-4-methylbenzonitrile C(C)N1OC(C2C1C(CC(C2)(C)C=2C=C(C#N)C=CC2C)C)(C)C